(1R,4R)-5-(1,4-dichloropyrido[3,4-d]pyridazin-7-yl)-2-oxa-5-azabicyclo[2.2.1]heptane ClC1=C2C(=C(N=N1)Cl)C=NC(=C2)N2[C@H]1CO[C@@H](C2)C1